BrC=1C=C(C#N)C=C(C1)OC1=C(N=CN(C1=O)CC1=C(N=C(NC1=O)C)C)C(C(F)F)(F)F 3-bromo-5-((1-((2,4-dimethyl-6-oxo-1,6-dihydro-pyrimidin-5-yl)methyl)-6-oxo-4-(1,1,2,2-tetrafluoro-ethyl)-1,6-dihydropyrimidin-5-yl)oxy)benzonitrile